C(C)(C)(C)OC(=O)N1CC2(C1)CC(C2)[C@@H](C)C2=NC=C(C(=C2)C)C(F)(F)F 6-[(1R)-1-[4-methyl-5-(trifluoromethyl)-2-pyridinyl]ethyl]-2-azaspiro[3.3]heptane-2-carboxylic acid tert-butyl ester